C(C)C1=NN(C2=C1C(NCC1(CCOCC1)C2)=O)C[C@H](COC(C2=CC(=CC=C2)S(=O)(=O)N2CCCC2)=O)C 3-Pyrrolidin-1-ylsulfonylbenzoic acid [(2R)-3-(3-ethyl-4-oxo-spiro[6,8-dihydro-5H-pyrazolo[4,3-c]azepin-7,4'-tetrahydropyran]-1-yl)-2-methyl-propyl] ester